2-(methyl(phenyl)amino)ethan CN(CC)C1=CC=CC=C1